(R)-N-((S)-1-(4-(3,3-dimethyl-2-oxoindolin-1-yl)piperidin-1-yl)-1-oxo-4-phenylbutan-2-yl)piperidine-3-carboxamide hydrochloride Cl.CC1(C(N(C2=CC=CC=C12)C1CCN(CC1)C([C@H](CCC1=CC=CC=C1)NC(=O)[C@H]1CNCCC1)=O)=O)C